5-(4-fluorobenzoyl)amino-3-(1-isopropylpiperidin-4-yl)-1H-indole FC1=CC=C(C(=O)NC=2C=C3C(=CNC3=CC2)C2CCN(CC2)C(C)C)C=C1